NC=1C(=CC=C2C(=CC(NC12)=O)C(F)(F)F)N(C)CC1=CC=C(C=C1)F 8-amino-7-((4-fluorobenzyl)(methyl)amino)-4-(trifluoromethyl)quinolin-2(1H)-one